BrC1=NN(C=2C(CC3(CCN(CC3)C(=O)OC(C)(C)C)CC12)=O)C(C)(C)C tert-Butyl 3-bromo-1-tert-butyl-7-oxo-1,4,6,7-tetrahydrospiro[indazole-5,4'-piperidine]-1'-carboxylate